methyl 1-(cyclopropylmethyl)-2-(1,9-diazatricyclo[6.3.1.04,12]dodeca-2,4(12),5,7-tetraen-2-yl)-7-methoxy-benzimidazole-5-carboxylate C1(CC1)CN1C(=NC2=C1C(=CC(=C2)C(=O)OC)OC)C=2N1CCNC3=CC=CC(C2)=C13